N-[2-(2-chloro-3-methoxyphenyl)-5-(2,6-difluoro-4-methoxyphenyl)-1-methyl-3-oxo-2,3-dihydro-1H-pyrazol-4-yl]-4-(difluoromethoxy)benzamide ClC1=C(C=CC=C1OC)N1N(C(=C(C1=O)NC(C1=CC=C(C=C1)OC(F)F)=O)C1=C(C=C(C=C1F)OC)F)C